(difluoromethyl)-5-fluoro-1-methyl-1H-pyrazole-4-carboxamide FC(F)C1=NN(C(=C1C(=O)N)F)C